CC(C=O)CC1=CC=C(C=C1)C(C)(C)C α-methyl-β-(p-tert-butylphenyl)propanal